(R)-3-(8-((1r,4R)-4-(4-(2-(3-amino-6-(2-hydroxyphenyl)pyridazin-4-yl)pyridin-4-yl)piperidin-1-yl)cyclohexyl)-2,3-dihydro-4H-benzo[b][1,4]oxazin-4-yl)piperidine-2,6-dione NC=1N=NC(=CC1C1=NC=CC(=C1)C1CCN(CC1)C1CCC(CC1)C1=CC=CC2=C1OCCN2[C@H]2C(NC(CC2)=O)=O)C2=C(C=CC=C2)O